BrC=1C=C(C=NC1)N1C=C(C=CC1=O)C(=O)OCC ethyl 1-(5-bromo-3-pyridyl)-6-oxo-pyridine-3-carboxylate